((2S,4R)-4-fluoro-1-methylpyrrolidine-2-yl)methanol F[C@@H]1C[C@H](N(C1)C)CO